(3-(5-fluoro-1H-benzo[d]imidazol-2-yl)-4-(trifluoromethyl)phenyl)boronic acid FC1=CC2=C(NC(=N2)C=2C=C(C=CC2C(F)(F)F)B(O)O)C=C1